ClC=1C=C(CCNC2=NC=C(C=N2)C(=O)OCC)C=CC1 Ethyl 2-((3-chlorophenethyl)amino)pyrimidine-5-carboxylate